ClC=1N=C2C(=C(C(N(C2=CC1)C)=O)C#N)N1CCC(CC1)OC1=CC(=C(C=C1)C)Cl 6-chloro-4-(4-(3-chloro-4-methylphenoxy)piperidin-1-yl)-1-methyl-2-oxo-1,2-dihydro-1,5-naphthyridine-3-carbonitrile